ClC=1C=C(C=2N(C1)C(=CN2)C(=C)C)NC2CCN(CC2)C(=O)OCCCC butyl 4-[(6-chloro-3-isopropenyl-imidazo[1,2-a]pyridin-8-yl)amino]piperidine-1-carboxylate